Ethyl 2-(3-(piperidin-4-yl)cyclobutyl)acetate N1CCC(CC1)C1CC(C1)CC(=O)OCC